C(CCCCCCC\C=C/C\C=C/CCCCC)N(C)CC(=O)O N-linoleyl-sarcosine